tert-butyl (((2S,5S)-5-(4-chlorobenzyl)-4-(4-(1,5-dimethyl-1H-pyrazol-3-yl)cyclohexyl)morpholin-2-yl)methyl)carbamate ClC1=CC=C(C[C@H]2CO[C@H](CN2C2CCC(CC2)C2=NN(C(=C2)C)C)CNC(OC(C)(C)C)=O)C=C1